tert-butyl ((3s,4s)-4-azido-1-(5-(3-cyano-6-ethoxypyrazolo[1,5-a]pyridin-4-yl)pyridin-2-yl)piperidin-3-yl)carbamate N(=[N+]=[N-])[C@@H]1[C@H](CN(CC1)C1=NC=C(C=C1)C=1C=2N(C=C(C1)OCC)N=CC2C#N)NC(OC(C)(C)C)=O